4-fluoro-N-[(1s,4s)-4-{[2-(difluoromethyl)-6-fluoroquinazolin-4-yl]amino}cyclohexyl]benzamide FC1=CC=C(C(=O)NC2CCC(CC2)NC2=NC(=NC3=CC=C(C=C23)F)C(F)F)C=C1